C(CCCCC)C=1C(=C(C(=O)OCCCCCCCC)C=CC1)O octyl 3-hexyl-2-hydroxybenzoate